C(C1=CC=CC=C1)O[C@H]1[C@@H](C(O[C@@H]1COCC1=CC=CC=C1)(O)C1=CN=C2C(=NC(=NN21)Cl)NC2CCCC2)F (3S,4R,5R)-4-(benzyloxy)-5-((benzyloxy)methyl)-2-(2-chloro-4-(cyclopentylamino)imidazo[2,1-f][1,2,4]triazin-7-yl)-3-fluorotetrahydrofuran-2-ol